C(C)(=O)OC1C(COCC1)CCCCC (3-Pentyloxan-4-yl) acetate